COC1=C(C=C(C(=O)OC(C)(C)C)C=C1)C(=O)OC 1-(tert-butyl) 3-methyl 4-methoxyisophthalate